CC1=CC(=NC=C1)C(F)(F)F 4-methyl-2-(trifluoromethyl)pyridine